2,2'-dihydroxy-biphenyl OC1=C(C=CC=C1)C1=C(C=CC=C1)O